N-(2,2-dicyclopropyl-1-(5-((2-oxo-4-(trifluoromethyl)imidazolidin-1-yl)methyl)benzo[d]oxazol-2-yl)ethyl)-2-methyl-2-phenylpropanamide C1(CC1)C(C(C=1OC2=C(N1)C=C(C=C2)CN2C(NC(C2)C(F)(F)F)=O)NC(C(C)(C2=CC=CC=C2)C)=O)C2CC2